OC1=CC=C2C(=C(C(OC2=C1O)=O)C)C 7,8-dihydroxy-3,4-dimethyl-coumarin